C(C=C)(=O)N1CCN(CCC1)C(=O)[C@@H]1CN(CCC1)CC1=CC(=C(C=C1)NC(=O)NC12C[C@]3(C[C@](CC(C1)C3)(C2)C)C)F 1-(4-(((S)-3-(4-propenoyl-1,4-diazepan-1-carbonyl)piperidin-1-yl)methyl)-2-fluorophenyl)-3-((1r,3r,5S,7S)-3,5-dimethyladamantan-1-yl)urea